CC(CN1N=CC(=C1)NC(C1=CC(=C(C=C1)C)C#CC=1C=NC=CC1)=O)(C)C N-[1-(2,2-dimethylpropyl)-1H-pyrazol-4-yl]-4-methyl-3-[2-(pyridin-3-yl)ethynyl]benzamide